9'-vinylbenzoyloxyspiro[indoline-2,3'-[3H]-naphtho[2,1-b][1,4]oxazine] C(=C)C1=CC=C2C=CC=3OC4(C(=NC3C2=C1)OC(C1=CC=CC=C1)=O)NC1=CC=CC=C1C4